FC1=CC=C(C=C1)C1SCC(N1C1=NOC=C1)=O 2-(4-Fluorophenyl)-3-(1,2-oxazol-3-yl)-1,3-thiazolidin-4-one